N-(3-iodo-4-methylphenyl)-4-((4-methylpiperazin-1-yl)methyl)-3-(trifluoromethyl)benzamide IC=1C=C(C=CC1C)NC(C1=CC(=C(C=C1)CN1CCN(CC1)C)C(F)(F)F)=O